N1=CC=C2N1CC(CC2)C(=O)O 4,5,6,7-tetrahydropyrazolo[1,5-a]pyridine-6-carboxylic acid